methyl 5-acrylamido-1-(3-(trifluoromethyl) benzyl)-1H-indole-3-carboxylate C(C=C)(=O)NC=1C=C2C(=CN(C2=CC1)CC1=CC(=CC=C1)C(F)(F)F)C(=O)OC